(1R,5S)-3,8-diazabicyclo[3.2.1]oct-6-ene bis(2,2,2-trifluoroacetate) FC(C(=O)O)(F)F.FC(C(=O)O)(F)F.[C@H]12CNC[C@H](C=C1)N2